C(C)N(C1(CCC2(CN(C(N2)=O)CC(C(=O)N)(C)C)CC1)C1=CC=CC=C1)C 3-[8-(Ethyl-methyl-amino)-2-oxo-8-phenyl-1,3-diazaspiro[4.5]decan-3-yl]-2,2-dimethyl-propionamide